6-((3-((benzyloxy)methyl)oxetan-3-yl)methoxy)-5-(pyrrolidin-1-yl)picolinic acid methyl ester COC(C1=NC(=C(C=C1)N1CCCC1)OCC1(COC1)COCC1=CC=CC=C1)=O